S1C(=NC=C1)C1=CC=C(C=2N=C(OC21)N2CC1CCCC(C2)N1C(=O)OC(C)(C)C)C(F)(F)F tert-Butyl 3-(7-(thiazol-2-yl)-4-(trifluoromethyl)benzo[d]oxazol-2-yl)-3,9-diazabicyclo[3.3.1]nonane-9-carboxylate